5-amino-2-(5-aminopentyl)-N,N-dipropyl-6H-thieno[3,2-b]azepin-7-carboxamide NC=1CC(=CC2=C(N1)C=C(S2)CCCCCN)C(=O)N(CCC)CCC